N-(6-fluoroquinolin-8-yl)-5-(4-methylpiperazin-1-yl)pyrazine-2-carboxamide FC=1C=C2C=CC=NC2=C(C1)NC(=O)C1=NC=C(N=C1)N1CCN(CC1)C